CNC=1C2=C(N=C(N1)N)NC=C2C2=NC=1N(C=C2)N=CC1 N4-methyl-5-(pyrazolo[1,5-a]pyrimidin-5-yl)-7H-pyrrolo[2,3-d]pyrimidine-2,4-diamine